[Cl-].CC(C(=O)NCCC[N+](C)(C)C)C [3-(2-methylpropionamido)propyl]-trimethylammonium chloride